5-[(4-{[(3R)-3-(fluoromethyl)piperazin-1-yl]methyl}-2-methoxyphenyl)methyl]-N4-pentyl-5H-pyrrolo[3,2-d]pyrimidine-2,4-diamine FC[C@H]1CN(CCN1)CC1=CC(=C(C=C1)CN1C=CC=2N=C(N=C(C21)NCCCCC)N)OC